4-azido-2-(trifluoromethyl)benzonitrile N(=[N+]=[N-])C1=CC(=C(C#N)C=C1)C(F)(F)F